CC1=CC=C(C=C1)C(=C)C 1-methyl-4-(1-methylethenyl)-benzene